(tert-butyl 4-(1-(difluoromethyl)-1H-pyrazol-3-yl) cyclohex-3-en-1-yl) carbamate C(N)(OC1(CC=C(CC1)C1=NN(C=C1)C(F)F)C(C)(C)C)=O